C1(=CC=CC=C1)OC(=O)N1C[C@@H](CC=C1)C1=CC(=CC=C1)F Phenyl-(S)-3-(3-fluorophenyl)-3,4-dihydropyridine-1(2H)-carboxylate